[Al].[Li].[Pb].C(#N)C(CNC=1C(=CC=C2C=CC(=CC12)C1=NC=CC(=N1)C(=O)NC1CCC(CC1)N(C)C)OCC)=C 2-{8-[(2-cyano-2-methylideneethyl)amino]-7-ethoxynaphthalen-2-yl}-N-[(1r,4r)-4-(dimethylamino)cyclohexyl]pyrimidine-4-carboxamide lead-lithium aluminum